C1(CC1)C1=NC=2CC[C@@H](CC2NC1=O)CN1CCC(=CC1)C=1C(=NC(=CC1)C(=O)NC)F (S)-1'-((2-cyclopropyl-3-oxo-3,4,5,6,7,8-hexahydroquinoxalin-6-yl)methyl)-2-fluoro-N-methyl-1',2',3',6'-tetrahydro-[3,4-bipyridine]-6-carboxamide